3-methyl-1-(1-(2,4,4-trimethylpentan-2-yl)-1H-tetrazol-5-yl)butan-1-amine CC(CC(N)C1=NN=NN1C(C)(CC(C)(C)C)C)C